ClC1=CC=C(C=NN2C(=NN=C2COC2=CC=CC=C2)SCC(=O)NC2=CC=CC=C2)C=C1 ((4-((4-chlorobenzylidene)amino)-5-(phenoxymethyl)-4H-1,2,4-triazol-3-yl)thio)-N-phenylacetamide